5-(2,2,2-trifluoroacetamido)-2H-indazole-6-carboxylate FC(C(=O)NC1=CC2=CNN=C2C=C1C(=O)[O-])(F)F